8-dibenzofuran-4-yl-benzo[c]chromen-6-one C1=CC=C(C=2OC3=C(C21)C=CC=C3)C=3C=CC2=C(C(OC1=CC=CC=C21)=O)C3